(+)-N-(3-(1-amino-1-(3-cyanophenyl)-3-cyclopropyl)phenyl)-1-(3-(aminomethyl)phenyl)-3-(trifluoromethyl)-1H-pyrazole-5-carboxamide NC1(CC1C=1C=C(C=CC1)NC(=O)C1=CC(=NN1C1=CC(=CC=C1)CN)C(F)(F)F)C1=CC(=CC=C1)C#N